F[C@@H]1[C@@H](C1)C(=O)NC=1C=C2C(=CN1)N(C(=C2)C=2C(=NC=CC2)OC([2H])([2H])[2H])C (1S,2S)-2-fluoro-N-(2-(2-(methoxy-d3)pyridin-3-yl)-1-methyl-1H-pyrrolo[2,3-c]pyridin-5-yl)cyclopropane-1-carboxamide